C(C)C=1N(C(=NN1)[C@@H]1CC[C@H](CC1)OC1=NC=CC=C1)C1=CC=C(C=C1)F trans-2-((4-(5-Ethyl-4-(4-fluorophenyl)-4H-1,2,4-triazol-3-yl)cyclohexyl)oxy)pyridin